5-[(5-methoxy-2-pyridinyl)methoxy]-2-[(6-methoxy-3-pyridinyl)methyl]isoindolin-1-one ethyl-6-(tert-butyl)-4-oxo-1,4-dihydropyridine-3-carboxylate C(C)OC(=O)C1=CNC(=CC1=O)C(C)(C)C.COC=1C=CC(=NC1)COC=1C=C2CN(C(C2=CC1)=O)CC=1C=NC(=CC1)OC